CC1=C(C2=C(N=CN=C2NC2(CC2)C)O1)C(=O)NCC1=CN=C(NC1=O)C 6-methyl-N-[(2-methyl-6-oxo-1,6-dihydropyrimidin-5-yl)methyl]-4-[(1-methylcyclopropyl)amino]furo[2,3-d]pyrimidine-5-carboxamide